N-[2-([4-(Diethylamino)butyl]amino)-6-(3,5-dimethoxyphenyl)pyrido[2,3-d]pyrimidin-7-yl]-N'-(1,1-dimethylethyl)urea C(C)N(CCCCNC=1N=CC2=C(N1)N=C(C(=C2)C2=CC(=CC(=C2)OC)OC)NC(=O)NC(C)(C)C)CC